NN1C(=NC(=C1C(=O)N)C1=CC=C(C=C1)C(NC1=NC=CC(=C1)Cl)=O)[C@H]1NCCCC1 (S)-1-amino-4-(4-((4-chloropyridin-2-yl)carbamoyl)phenyl)-2-(piperidin-2-yl)-1H-imidazole-5-carboxamide